6-(1,3-dioxolan-2-yl)spiro[3.3]heptan-2-yl 4-(2-(3-(4-amino-1-isopropyl-1H-pyrazolo[3,4-d]pyrimidin-3-yl)-5-cyclopropylisoxazol-4-yl)pyrimidin-5-yl)piperidine-1-carboxylate NC1=C2C(=NC=N1)N(N=C2C2=NOC(=C2C2=NC=C(C=N2)C2CCN(CC2)C(=O)OC2CC1(C2)CC(C1)C1OCCO1)C1CC1)C(C)C